3-oxabicyclo[4.1.0]heptan-5-ylmethanamine hydrochloride Cl.C12COCC(C2C1)CN